3-Cyano-2-isopropyl-N-(1-(2-(4-methylpiperazin-1-yl)pyridin-4-yl)-1H-indazol-6-yl)benzamide C(#N)C=1C(=C(C(=O)NC2=CC=C3C=NN(C3=C2)C2=CC(=NC=C2)N2CCN(CC2)C)C=CC1)C(C)C